(2-(2-((1-methyl-1H-pyrazol-5-yl)amino)pyrimidin-4-yl)-4-oxo-4H-thieno[2,3-c]Pyrrol-5(6H)-yl)acetic acid CN1N=CC=C1NC1=NC=CC(=N1)C1=CC2=C(CN(C2=O)CC(=O)O)S1